5-Amino-3-[2-[4-[4-(2-methoxyethoxy)phenyl]piperazin-1-yl]ethyl]-1-methyl-8-(2-pyridyl)-[1,2,4]triazolo[5,1-f]purin-2-one NN1C=NC(=C2N3C(N=C12)N(C(N3C)=O)CCN3CCN(CC3)C3=CC=C(C=C3)OCCOC)C3=NC=CC=C3